1-(4-{5-[5-Fluoro-6-(2-methoxy-ethoxy)-1H-indazol-3-yl]-isoxazol-3-yl}-phenyl)-1H-pyridin-2-one FC=1C=C2C(=NNC2=CC1OCCOC)C1=CC(=NO1)C1=CC=C(C=C1)N1C(C=CC=C1)=O